C(C=C)SC[C@@H](N)C(=O)O S-allyl-D-cysteine